1,3-dihydroxyl-N-methylacridone OC1=CC(=CC=2N(C3=CC=CC=C3C(C12)=O)C)O